3-(3-Ethyl-5-methylphenyl)-N-methylcyclobutan-1-amine, trifluoroacetic acid salt FC(C(=O)O)(F)F.C(C)C=1C=C(C=C(C1)C)C1CC(C1)NC